COC1CCC(CC1)C1=NN=C(O1)N 5-(4-methoxycyclohexyl)-1,3,4-oxadiazol-2-amine